bis(2,4-hexanedione) platinum [Pt].CC(CC(CC)=O)=O.CC(CC(CC)=O)=O